(R)-N-(7-fluoro-2-methylimidazo[1,2-a]pyridin-6-yl)-4-(3-(hydroxymethyl)piperazin-1-yl)-2,3-dihydro-1H-pyrrolo[2,3-b]pyridine-1-carboxamide hydrochloride Cl.FC1=CC=2N(C=C1NC(=O)N1CCC=3C1=NC=CC3N3C[C@@H](NCC3)CO)C=C(N2)C